trans-4-(5-(4-chlorobenzyl)-1,3,4-oxadiazol-2-yl)-N-(6-chloroquinolin-2-yl)cyclohexanecarboxamide ClC1=CC=C(CC2=NN=C(O2)[C@@H]2CC[C@H](CC2)C(=O)NC2=NC3=CC=C(C=C3C=C2)Cl)C=C1